tert-butyl 5-methyl-2,6-dioxo-3-((3-oxoquinuclidin-2-yl)methyl)-3,6-dihydropyrimidine-1(2H)-carboxylate CC1=CN(C(N(C1=O)C(=O)OC(C)(C)C)=O)CC1N2CCC(C1=O)CC2